C(C)(C)C1=CC2=C(OCC(CO2)=O)C=C1 7-isopropyl-2h,4h-1,5-benzodioxepin-3-one